NC1=C(C(=NN1C12CC(C1)C2)C2=C1C=CNC1=C(C=C2)CNC(C2=C(C=CC(=C2)F)OC)=O)C(=O)N 5-amino-1-(bicyclo[1.1.1]pentan-1-yl)-3-(7-((5-fluoro-2-methoxybenzamido)methyl)-1H-indol-4-yl)-1H-pyrazole-4-carboxamide